NC=1C=C(C(=NC1)N(C(C)=O)C)C#N N-(5-AMINO-3-CYANOPYRIDIN-2-YL)-N-METHYLACETAMIDE